5-(3-(methoxymethyl)-5-methylisoxazol-4-yl)pyridin COCC1=NOC(=C1C=1C=CC=NC1)C